OC12C(C=3C=C(SC3N=C2N(CC1)C1=CC(=CC=C1)OC)C)=O 9-hydroxy-12-(3-methoxyphenyl)-5-methyl-4-thia-2,12-diazatricyclo[7.3.0.03,7]dodeca-1,3(7),5-trien-8-one